CC=1C=2N(C=CN1)C(=NC2C2=CC(=CC=C2)OCC2=CC(=CC=C2)C(F)(F)F)[C@H]2N(CCCC2)C(C=C)=O (S)-1-(2-(8-methyl-1-(3-((3-(trifluoromethyl)benzyl)oxy)phenyl)imidazo[1,5-a]pyrazin-3-yl)piperidin-1-yl)prop-2-en-1-one